CC(C)(C)[O-].[Sn+4].CC(C)(C)[O-].CC(C)(C)[O-].CC(C)(C)[O-] tin(IV) tertbutoxide